trizinc diphosphate [O-]P([O-])(=O)OP(=O)([O-])[O-].[Zn+2].[Zn+2].[Zn+2]